formamidine hydrofluoric acid salt F.C(=N)N